C1(CCC1)CN[C@H]1CN(CCC1)C1=CC(N(C=C1)C(C)N1N=NC(=C1)C=1N=C2N(C(C1)=O)C=CC=C2)=O 2-[1-[1-[4-[(3R)-3-(cyclobutylmethylamino)-1-piperidyl]-2-oxo-1-pyridyl]ethyl]triazol-4-yl]pyrido[1,2-a]pyrimidin-4-one